O(C1=CC=CC=C1)C=1N=CC(=NC1)N 5-phenoxypyrazin-2-amine